3,4,5,6-tetrachlorophthalic acid ClC1=C(C(C(=O)O)=C(C(=C1Cl)Cl)Cl)C(=O)O